(2-((2-(2,6-dioxopiperidin-3-yl)-1,3-dioxoisoindolin-4-yl)amino)ethyl)-11-methyl-3,6,9,13,16-pentoxaoctadecane-18-amide O=C1NC(CCC1N1C(C2=CC=CC(=C2C1=O)NCCCCOCCOCCOCC(COCCOCC(=O)N)C)=O)=O